(6-hydroxy-3,4-dihydro-2,7-naphthyridin-2(1H)-yl)(pyridin-3-yl)methanone OC=1C=C2CCN(CC2=CN1)C(=O)C=1C=NC=CC1